ClC=1C=C(C=CC1C)CN 1-(3-chloro-4-methylphenyl)methanamine